C12(CC3CC(CC(C1)C3)C2)CN2N=CC(=C2C)C2=C(N3C(S2)=C(C(=N3)C)N)C(=O)OC methyl 2-(1-(adamantan-1-ylmethyl)-5-methyl-1H-pyrazol-4-yl)-7-amino-6-methylpyrazolo[5,1-b]thiazole-3-carboxylate